ethyl (S)-6-(bromomethyl)-4-(2-chloro-3-fluorophenyl)-2-(thiazol-2-yl)-1,4-dihydropyrimidine-5-carboxylate BrCC1=C([C@H](N=C(N1)C=1SC=CN1)C1=C(C(=CC=C1)F)Cl)C(=O)OCC